6-(2-chloro-4-fluoro-5-methoxy-phenyl)-3-[6-(3-hydroxy-3-methyl-but-1-ynyl)-4-isoquinolyl]-1H-thieno[3,2-d]pyrimidine-2,4-dione ClC1=C(C=C(C(=C1)F)OC)C1=CC=2NC(N(C(C2S1)=O)C1=CN=CC2=CC=C(C=C12)C#CC(C)(C)O)=O